1-(tert-Butoxycarbonyl)-3-(6-fluoro-3-isopropylpyridin-2-yl)azetidine-3-carboxylic acid C(C)(C)(C)OC(=O)N1CC(C1)(C(=O)O)C1=NC(=CC=C1C(C)C)F